methyl-p-hydroxy-benzoic acid CC1=C(C(=O)O)C=CC(=C1)O